tert-butyl 6-(4-cyclopropyl-5-(2-fluorophenyl)-1H-pyrazol-1-yl)-2-azaspiro[3.3]heptane-2-carboxylate C1(CC1)C=1C=NN(C1C1=C(C=CC=C1)F)C1CC2(CN(C2)C(=O)OC(C)(C)C)C1